N[C@@H]1CN(C[C@H]1F)C1=C(C=NC=C1C1=NC2=C(N1)C=CC=C2F)C=2C=C(C#N)C=CC2 3-{4-[trans-3-Amino-4-fluoropyrrolidin-1-yl]-5-(4-fluoro-1H-1,3-benzodiazol-2-yl)pyridin-3-yl}benzonitril